7-cyclopropyl-5-[3-cyclopropyl-5-[4-fluoro-2-(3-fluoroazetidine-1-carbonyl)phenyl]phenyl]-2-[[(3S)-3-methylpiperidin-1-yl]methyl]-3H-imidazo[4,5-c]pyridin-4-one C1(CC1)C=1C2=C(C(N(C1)C1=CC(=CC(=C1)C1=C(C=C(C=C1)F)C(=O)N1CC(C1)F)C1CC1)=O)NC(=N2)CN2C[C@H](CCC2)C